FC=1C=C(C=CC1F)S(=O)(=O)N1N=C2C3=C(C(C(C2=C1C)=O)=O)C=CC=C3 2-(3,4-difluorophenylsulfonyl)-3-methyl-2H-benzo[g]indazole-4,5-dione